C(C)(C)(C)OC(=O)N[C@H]1[C@H](SC2=C(N(C1=O)CC1=CC=C(C=C1)Cl)C=C(C(=C2)F)C(=O)O)C (2R,3R)-3-(tert-butoxycarbonylamino)-5-[(4-chlorophenyl)methyl]-8-fluoro-2-methyl-4-oxo-2,3-dihydro-1,5-benzothiazepine-7-carboxylic acid